7-hydroxymethyl-2,3-dihydrobenzofuran-5-carboxylic acid methyl ester COC(=O)C=1C=C(C2=C(CCO2)C1)CO